2-hexyloctyl-6-aminocaproate C(CCCCC)C(COC(CCCCCN)=O)CCCCCC